O=S1(N(CC=C1)[C@H]1CN(CCC1)CC1=CC(=NC=C1)C(=O)NC1=CC=C(C=C1)C1=CC2=C(N=CN=C2N2CCOCC2)N1)=O (R)-4-((3-(1,1-dioxidoisothiazol-2(3H)-yl)piperidin-1-yl)methyl)-N-(4-(4-morpholino-7H-pyrrolo[2,3-d]pyrimidin-6-yl)phenyl)picolinamide